3-(benzyloxy)-1H-pyrazole-1-carboxylic acid tert-butyl ester C(C)(C)(C)OC(=O)N1N=C(C=C1)OCC1=CC=CC=C1